CN1CC(C1)C=1C=CC=2C(NC3=CC=CC1C23)=O 5-(1-methylazetidin-3-yl)-1H-benzo[cd]indol-2-one